N(=[N+]=[N-])C1C2C(C3=C(NC1=O)C(=CC(=C3)F)F)C2 cis-2-azido-5,7-difluoro-1,1a,2,8b-tetrahydrobenzo[b]cyclopropa[d]azepin-3(4H)-one